1-(5-(2,3-dichlorophenyl)-6-(trifluoromethyl)pyrazin-2-yl)-4-methylpiperidin-4-amine ClC1=C(C=CC=C1Cl)C=1N=CC(=NC1C(F)(F)F)N1CCC(CC1)(N)C